N-(4-((6-cyclopropoxy-2-(1,1-difluoroethyl)pyrimidin-4-yl)amino)-5-(pyridin-2-ylmethoxy)pyridin-2-yl)acetamide C1(CC1)OC1=CC(=NC(=N1)C(C)(F)F)NC1=CC(=NC=C1OCC1=NC=CC=C1)NC(C)=O